C(C)(C)(C)C1=CC=C(C=C1)/C(=C/CO)/C1=NC(=NC(=C1)C1=C(C=CC=C1C)C)N(S(=O)(=O)C=1C=C(C(=O)OC)C=CC1)COC Methyl 3-[[4-[(Z)-1-(4-tert-butylphenyl)-3-hydroxy-prop-1-enyl]-6-(2,6-dimethylphenyl)pyrimidin-2-yl]-(methoxymethyl)sulfamoyl]benzoate